methyl 1-(2-(tert-butoxy)-2-oxoethyl)-5-(trifluoromethyl)-1H-pyrazole-3-carboxylate C(C)(C)(C)OC(CN1N=C(C=C1C(F)(F)F)C(=O)OC)=O